C(C)(=O)NCCNC(C1=CC(=CC=C1)NC1=NC=C(C(=N1)NCC=1C(=NC=CC1)N(S(=O)(=O)C)C)C(F)(F)F)=O N-[2-(acetylamino)ethyl]-3-({4-[({2-[methyl(methylsulfonyl)amino]pyridin-3-yl}methyl)amino]-5-(trifluoromethyl)pyrimidin-2-yl}amino)benzamide